1-(((7S)-3-(3,5-dichloropyridin-2-yl)-7-methyl-2-oxo-1-oxa-3-azaspiro[4.5]decan-7-yl)methyl)-1H-benzo[d]imidazole-6-carbonitrile ClC=1C(=NC=C(C1)Cl)N1C(OC2(C1)C[C@@](CCC2)(C)CN2C=NC1=C2C=C(C=C1)C#N)=O